5-Chloro-4-[2-[6-(7-chloro-1-oxo-indan-4-yl)oxy-2-azaspiro[3.3]heptan-2-yl]ethylamino]-1H-pyridazin-6-one ClC1=C(C=NNC1=O)NCCN1CC2(C1)CC(C2)OC2=C1CCC(C1=C(C=C2)Cl)=O